CC=1C=2N(C=CC1)N=C(C2)[C@H]2N(CCC1=C2N=CN1)C(=O)C=1OC(=NN1)C=1C=NC=NC1 (S)-(4-(4-methylpyrazolo[1,5-a]pyridin-2-yl)-1,4,6,7-tetrahydro-5H-imidazo[4,5-c]pyridin-5-yl)(5-(pyrimidin-5-yl)-1,3,4-oxadiazol-2-yl)methanone